ClC=1C(C2=CC=CC=C2C(C1Cl)=O)=O 2,3-dichloro-1,4-naphthoquinone